C(C)(C)(C)[Si](OCCC(=C)C)(C)C tert-butyl-dimethyl-(3-methylbut-3-enoxy)silane